N-((3R,4S)-4-hydroxytetrahydro-2H-pyran-3-yl)-4-methylbenzenesulfonamide O[C@@H]1[C@@H](COCC1)NS(=O)(=O)C1=CC=C(C=C1)C